1-(3,3,3-trifluoropropyl)pyrazolo[3,4-b]pyridin-6-amine FC(CCN1N=CC=2C1=NC(=CC2)N)(F)F